3-ethyl-6-ethyl-nonyne-3-ol C(C)C(C#C)(CCC(CCC)CC)O